BrC1=C(C=CC=C1)C(=O)C1=CC=C(C=C1)C (2-bromophenyl)(4-methylphenyl)methanone